(S)-1-(4-(3-Fluoropyrrolidin-1-yl)cyclohexyl)-6-isopropyl-5-(8-methoxy-[1,2,4]triazolo[1,5-a]pyridin-6-yl)-1,3-dihydro-2H-benzo[d]imidazol-2-on F[C@@H]1CN(CC1)C1CCC(CC1)N1C(NC2=C1C=C(C(=C2)C=2C=C(C=1N(C2)N=CN1)OC)C(C)C)=O